CC=1C=NC=CC1C(=O)O 3-methylpyridine-4-carboxylic acid